C1(CC1)C1=C(NC2=NC=C(C(=N2)C2=CC3=C(C(N(CCS3(=O)=O)C3COC3)=O)S2)C(F)(F)F)C=CC(=C1)N1CCNCC1 7-[2-(2-cyclopropyl-4-piperazin-1-yl-anilino)-5-(trifluoromethyl)pyrimidin-4-yl]-4-(oxetan-3-yl)-1,1-dioxo-2,3-dihydrothieno[2,3-f][1,4]thiazepin-5-one